ClC=1C=C2C(=C(C=NC2=CC1)C(=O)N1CCN(CC1)C(=O)NCC)N1CCC(CC1)(C)C#N 4-(6-chloro-4-(4-cyano-4-methylpiperidin-1-yl)quinoline-3-carbonyl)-N-ethylpiperazine-1-carboxamide